9-[(2R,6S)-6-(hydroxymethyl)-4-isopropyl-6-(triisopropylsilyloxymethyl)morpholin-2-yl]-1H-purin-6-one OC[C@]1(O[C@H](CN(C1)C(C)C)N1C=2N=CNC(C2N=C1)=O)CO[Si](C(C)C)(C(C)C)C(C)C